6-chlorooxazolo[5,4-b]pyridine-2-thiol ClC=1C=C2C(=NC1)OC(=N2)S